BrC1=CC(=C(C=N1)NC=1N=CC2=C(N1)N(C(CC2CC)=O)C2CCOCC2)C 2-((6-bromo-4-methylpyridin-3-yl)amino)-5-ethyl-8-(tetrahydro-2H-pyran-4-yl)-5,8-dihydropyrido[2,3-d]pyrimidin-7(6H)-one